4-fluoro-1H-indazole-6-sulfonamide FC1=C2C=NNC2=CC(=C1)S(=O)(=O)N